4-N-(6-Bromo-hexyl)-pyrimidine-2,4,6-triamine hydrobromide Br.BrCCCCCCNC1=NC(=NC(=C1)N)N